tridec-1-ene-3,8-dione C=CC(CCCCC(CCCCC)=O)=O